2,6-Dichloro-3-{[(2,2-dimethylpropionyl)amino]methyl}-N-[1-(2,6-dimethylpyridin-4-yl)-1H-indazol-4-yl]benzamide ClC1=C(C(=O)NC2=C3C=NN(C3=CC=C2)C2=CC(=NC(=C2)C)C)C(=CC=C1CNC(C(C)(C)C)=O)Cl